2-(3-carbamoyl-1H-indol-1-yl)acetic acid C(N)(=O)C1=CN(C2=CC=CC=C12)CC(=O)O